C1(CC1)N1C(C(=CC=C1)NC(=O)C1=CC=2C(N=C1OC(C)C)=NN(C2)C21COC(CC2)(C1)COC)=O N-(1-cyclopropyl-2-oxo-1,2-dihydropyridin-3-yl)-6-isopropoxy-2-(1-(methoxymethyl)-2-oxabicyclo[2.2.1]heptan-4-yl)-2H-pyrazolo[3,4-b]pyridine-5-carboxamide